(4-bromo-3-fluorophenyl)-2-oxoacetaldehyde hydrate O.BrC1=C(C=C(C=C1)C(C=O)=O)F